P(=O)(OCN1C(=NC2=C1C=CC=C2)C2=CC=C(C=C2)C(C)(C)C)([O-])[O-].[Na+].[Na+] Disodium ((2-(4-(tert-butyl)phenyl)-1H-benzo[d]imidazol-1-yl)methyl) phosphate